N-methyl-ethylene-diamine CNCCN